2-((S)-1-((Z)-2-fluoro-3-(pyridin-2-yl)acryloyl)-4-(8-fluoro-7-(7-fluoronaphthalen-1-yl)-2-(((S)-1-methylpyrrolidin-2-yl)methoxy)pyrido[4,3-d]pyrimidin-4-yl)piperazin-2-yl)acetonitrile F\C(\C(=O)N1[C@H](CN(CC1)C=1C2=C(N=C(N1)OC[C@H]1N(CCC1)C)C(=C(N=C2)C2=CC=CC1=CC=C(C=C21)F)F)CC#N)=C/C2=NC=CC=C2